cyclohexyl(7-phenylpyrazolo[1,5-a]pyridin-3-yl)methanone C1(CCCCC1)C(=O)C=1C=NN2C1C=CC=C2C2=CC=CC=C2